C(\C=C\C1=CC=C(C=C1)O)(=O)O trans-p-Coumaric Acid